(R)-6-chloro-3-((1-(6-fluoro-3-methyl-2-(1-methyl-1,4,6,7-tetrahydro-5H-pyrazolo[4,3-c]pyridin-5-yl)-4-oxo-3,4-dihydroquinazolin-8-yl)ethyl)amino)-N-(methylsulfonyl)picolinamide ClC1=CC=C(C(=N1)C(=O)NS(=O)(=O)C)N[C@H](C)C=1C=C(C=C2C(N(C(=NC12)N1CC2=C(CC1)N(N=C2)C)C)=O)F